Hydroxyl-thiourethane ethyl-5-(3-(4-methylpent-1-ynyl)phenylsulfonyl)-1H-1,2,3-triazole-4-carboxylate C(C)OC(=O)C=1N=NNC1S(=O)(=O)C1=CC(=CC=C1)C#CCC(C)C.ONC(=S)OCC